NC(C(=O)O)CCC 2-aminopentanoic acid